2-(((1'-(4-amino-2-fluorophenyl)-[1,4'-bipiperidin]-4-yl)thio)methyl)-7-(cyclopropylmethoxy)-5-fluoroquinazolin-4(3H)-one NC1=CC(=C(C=C1)N1CCC(CC1)N1CCC(CC1)SCC1=NC2=CC(=CC(=C2C(N1)=O)F)OCC1CC1)F